FC(C(CCCC(=O)C1=CC=C(C=C1)F)=O)F 6,6-difluoro-1-(4-fluorophenyl)hexane-1,5-dione